6-[4-(Difluoromethyl)phenyl]-N-[(cis)-4-hydroxy-tetrahydrofuran-3-yl]-3-oxo-2-(pyridin-3-yl)-2,3-dihydropyridazine-4-carboxamide FC(C1=CC=C(C=C1)C=1C=C(C(N(N1)C=1C=NC=CC1)=O)C(=O)N[C@@H]1COC[C@@H]1O)F